5-bromo-2-chloro-N-(4-(dimethylphosphoryl)-6-phenylpyridin-3-yl)pyrimidin-4-amine BrC=1C(=NC(=NC1)Cl)NC=1C=NC(=CC1P(=O)(C)C)C1=CC=CC=C1